1,1-bis[3-hydroxymethyl-4-hydroxyphenyl]propane OCC=1C=C(C=CC1O)C(CC)C1=CC(=C(C=C1)O)CO